ClC1=CC=CC(=N1)C1=NC(=NC(=N1)NC=1C=NC(=CC1)F)NC1COC1 (6-chloropyridin-2-yl)-N2-(6-fluoropyridin-3-yl)-N4-(oxetan-3-yl)-1,3,5-triazine-2,4-diamine